N-(pyridin-2-yl)-6-(pyridin-4-yl)benzo[d]thiazol-2-amine N1=C(C=CC=C1)NC=1SC2=C(N1)C=CC(=C2)C2=CC=NC=C2